C1(CC1)NC(=O)C=1NC=C(C1)C1=NC(=NC=C1C(F)(F)F)N[C@@H]1CNCCC1 N-cyclopropyl-4-(2-{[(3S)-piperidin-3-yl]amino}-5-(trifluoromethyl)pyrimidin-4-yl)-1H-pyrrole-2-carboxamide